C(C1=CC=CC=C1)OC(=O)N[C@@H](COC(C)(C)C)C(=O)N[C@@H](COC(C)(C)C)C(=O)O benzyloxycarbonyl-O-tert-butyl-L-seryl-O-tert-butyl-L-serine